C(C)(C)[Si](OCCS)(OCCS)C(C)C ((diisopropylsilanediyl)bis(oxy))bis(ethane-1-thiol)